ClC1=C(C=CC=C1N(C)C)C1=NNC2=NC(=CN=C21)C2CC(C1(C2)CCNCC1)N 3-(3-(2-chloro-3-(dimethylamino)-phenyl)-1H-pyrazolo[3,4-b]pyrazin-6-yl)-8-azaspiro[4.5]decan-1-amine